C1(CC1)N1C(=NC2=NC=C(C=C21)C=2C=CN1N=C(N=C(C12)N1CCOCC1)NC=1C=NN(C1)C)C 5-(1-cyclopropyl-2-methyl-1H-imidazo[4,5-b]pyridin-6-yl)-N-(1-methyl-1H-pyrazol-4-yl)-4-morpholinylpyrrolo[2,1-f][1,2,4]triazin-2-amine